CC1=NC=CC(=C1)C1=NNC2=NC=C(C=C21)NC(=O)N[C@@H](C)C2=CC=CC=C2 (S)-1-(3-(2-methylpyridin-4-yl)-1H-pyrazolo[3,4-b]pyridin-5-yl)-3-(1-phenylethyl)urea